C(C)(C)(C)OC(=O)N1C[C@H](OCC1)C(=O)O (2S)-4-[(tert-butoxy)carbonyl]morpholine-2-carboxylic acid